F[C@@H]1CN(CC[C@H]1NC1=CC=CC2=C1S(C=C2CC(F)(F)F)(=O)=O)C 7-(((3R,4R)-3-fluoro-1-methylpiperidin-4-yl)amino)-1,1-dioxido-3-(2,2,2-trifluoroethyl)benzo[b]thiophen